3-spiro[3.4]octan-7-ylurea C1CCC12CCC(C2)NC(N)=O